FC(C1=C(C=C(C(=O)NC2=CC(=CC(=C2)C(F)(F)F)N2C=NC(=C2)C)C=C1)CNC=1C=NC=NC1)F 4-(difluoromethyl)-N-(3-(4-methyl-1H-imidazol-1-yl)-5-(trifluoromethyl)phenyl)-3-((pyrimidin-5-yl-amino)methyl)benzamide